4-(benzoxazol-2-yl)benzene-1,3-diol O1C(=NC2=C1C=CC=C2)C2=C(C=C(C=C2)O)O